aluminum(III) t-butoxide CC(C)(C)[O-].[Al+3].CC(C)(C)[O-].CC(C)(C)[O-]